1-methylcyclobutane-1,3-diol CC1(CC(C1)O)O